FC=1C=C(CN2CC(CC2)CNC(=O)C2CCN(CC2)C2=NC(=NO2)C2=CC=C(C=C2)OC)C=CC1 N-((1-(3-fluorobenzyl)pyrrolidin-3-yl)methyl)-1-(3-(4-methoxyphenyl)-1,2,4-oxadiazol-5-yl)piperidine-4-carboxamide